FC1(CN(CC12CNC2)C=2C=1N(N=C(C2)C=2C(NC(NC2)=O)=O)C=CN1)F 5-(8-(8,8-difluoro-2,6-diazaspiro[3.4]octan-6-yl)imidazo[1,2-b]pyridazin-6-yl)pyrimidine-2,4(1H,3H)-dione